ClC1=NC=C(C=N1)C#N 2-chloro-5-pyrimidinecarbonitrile